cyanoacetylcarbamate C(#N)CC(=O)NC([O-])=O